(6-methoxy-2-(2-methoxy-7-methylquinoxalin-5-yl)benzo[d]thiazol-4-yl)(1-phenylcyclobutyl)methanol COC1=CC2=C(N=C(S2)C2=C3N=CC(=NC3=CC(=C2)C)OC)C(=C1)C(O)C1(CCC1)C1=CC=CC=C1